NC([C@H](CCC(=O)OC(C)(C)C)N1C(C2=CC=CC(=C2C1)OCC=1C(=NC(=CC1)SC1CCN(CC1)C1=C(C=C(C=C1)C#N)F)F)=O)=O Tert-butyl (S)-5-amino-4-(4-((6-((1-(4-cyano-2-fluorophenyl)piperidin-4-yl)thio)-2-fluoropyridin-3-yl) methoxy)-1-oxoisoindolin-2-yl)-5-oxopentanoate